Tert-butyl (2-(2-(2,3-dichloro-4-(2-methylenebutanoyl)phenoxy)acetamido)ethyl)carbamate ClC1=C(OCC(=O)NCCNC(OC(C)(C)C)=O)C=CC(=C1Cl)C(C(CC)=C)=O